Cl.ClC=1C=C2C=CN(C2=C(C1)C1=NC=NN2C1=CC(=C2)CN2C(N(C=CC2=O)C(C)C)=O)CC2(CCNCC2)F 3-((4-(5-chloro-1-((4-fluoropiperidin-4-yl)methyl)-1H-indol-7-yl)pyrrolo[2,1-f][1,2,4]triazin-6-yl)methyl)-1-isopropylpyrimidine-2,4(1H,3H)-dione hydrochloride